(4S)-1'-(3-(1-phenylethyl)-1H-pyrazolo[3,4-b]pyrazin-6-yl)-4,6-dihydrospiro[cyclopenta[d]thiazole-5,4'-piperidin]-4-amine C1(=CC=CC=C1)C(C)C1=NNC2=NC(=CN=C21)N2CCC1(CC2)CC2=C(N=CS2)[C@H]1N